ClC=1C(=NC(=C(C(=O)NC2=CC(=NC=C2)S(N)(=O)=O)C1)N1C[C@H](C(CC1)(F)F)C)C (R)-5-chloro-2-(4,4-difluoro-3-methylpiperidin-1-yl)-6-methyl-N-(2-sulfamoylpyridin-4-yl)nicotinamide